BrC1=NC=C(C=N1)NC(=O)N1CCN(CC1)C(=O)OC(C)(C)C tert-butyl 4-((2-bromopyrimidin-5-yl)carbamoyl)piperazine-1-carboxylate